OC1CCN(CC1)C=1C=CC(=NC1)NC=1C=CC(=C2CNC(C12)=O)C1=CN=C2N1C=CN=C2C 7-[[5-(4-hydroxy-1-piperidyl)-2-pyridyl]amino]-4-(8-methylimidazo[1,2-a]pyrazin-3-yl)isoindolin-1-one